N-(2-(3,3-difluoropyrrolidin-1-yl)-4-phenyl-pyridin-3-yl)-1-isoprop-yl-1H-pyrazole-4-carboxamide FC1(CN(CC1)C1=NC=CC(=C1NC(=O)C=1C=NN(C1)C(C)C)C1=CC=CC=C1)F